COC=1C(=C2C=CN(C2=C(C1)C)C(=O)[O-])CN1C(CN(CC1)CC(F)(F)F)C1=CC=C(C=C1)C(=O)OC 5-methoxy-4-((2-(4-(methoxycarbonyl)phenyl)-4-(2,2,2-trifluoroethyl)piperazin-1-yl)methyl)-7-methyl-1H-indole-1-carboxylate